COC1[C@@]23[C@@]([C@H]4CC[C@]5([C@H]([C@@H]4C1)CC[C@@H]5[C@@H](COC5=CC=CC(=N5)CO)C)C)(CC[C@@H]2C3)C (6-((2S)-2-((1aR,3aR,3bS,5aS,6R,8aS,8bS,10aR)-10-methoxy-3a,5a-dimethylhexadecahydrocyclopenta[a]cyclopropa[2,3]cyclopenta[1,2-f]naphthalen-6-yl)propoxy)pyridin-2-yl)methanol